CC1(C(N(C(N1CC1=CC(=NC=C1)NC1CCOCC1)=O)C1=CC=C(C=C1)C1(CCC1)C(F)(F)F)=O)C 5,5-dimethyl-1-((2-((tetrahydro-2H-pyran-4-yl)amino)pyridin-4-yl)methyl)-3-(4-(1-(trifluoromethyl)cyclobutyl)phenyl)imidazolidine-2,4-dione